3-amino-6-(4-(2-(3,5-difluorophenyl)-2-hydroxyacetamido)-2-methyl-phenyl)-N-(oxetan-3-yl)pyrazine-2-carboxamide NC=1C(=NC(=CN1)C1=C(C=C(C=C1)NC(C(O)C1=CC(=CC(=C1)F)F)=O)C)C(=O)NC1COC1